C(#N)C=1C=C(C=CC1F)NC(=O)N1CC=2C(=NN3C2C2=C(CC(C3)=C)C=NO2)CC1 N-(3-Cyano-4-fluorophenyl)-5-methylene-5,6,9,10-tetrahydro-4H-isoxazolo[5,4-c]-pyrido[4',3':3,4]pyrazolo[1,5-a]azepine-11(12H)-carboxamide